(R)-6-Chloro-5-fluorospiro[benzo[d][1,3]oxazine-4,3'-piperidin]-2(1H)-one ClC1=C(C2=C(NC(O[C@@]23CNCCC3)=O)C=C1)F